OC1=CC=C(C=C1)C1(CC1)C#N 1-(4-hydroxyphenyl)cyclopropane-1-carbonitrile